(S)-7-(4-(5-fluoro-2-(4-hydroxycyclohexyl)phenyl)piperidin-1-yl)-5-oxa-2-azaspiro[3.4]octane-2-carboxylic acid tert-butyl ester C(C)(C)(C)OC(=O)N1CC2(C1)OC[C@H](C2)N2CCC(CC2)C2=C(C=CC(=C2)F)C2CCC(CC2)O